N(=O)O.C(C)(C)NC(C)C diIsopropylamine nitrite